ClC=1C(=NC(=NC1)N[C@@H]1C[C@H](C1)C(=O)NC)C=1C=NN(C1)C1=CC=C(C=C1)F trans-(1r,3r)-3-((5-chloro-4-(1-(4-fluorophenyl)-1H-pyrazol-4-yl)pyrimidin-2-yl)amino)-N-methylcyclobutane-1-carboxamide